2-(2-Chloro-6-fluorophenyl)-N-{4-[1-(2-methoxyethyl)-1H-pyrazol-4-yl]-3-sulfamoylphenyl}acetamide ClC1=C(C(=CC=C1)F)CC(=O)NC1=CC(=C(C=C1)C=1C=NN(C1)CCOC)S(N)(=O)=O